tris[4-(11-mercaptoundecyl)-4'-methyl-2,2'-bipyridine] ruthenium (II) bis-(hexafluorophosphate) F[P-](F)(F)(F)(F)F.F[P-](F)(F)(F)(F)F.[Ru+2].SCCCCCCCCCCCC1=CC(=NC=C1)C1=NC=CC(=C1)C.SCCCCCCCCCCCC1=CC(=NC=C1)C1=NC=CC(=C1)C.SCCCCCCCCCCCC1=CC(=NC=C1)C1=NC=CC(=C1)C